4-(3-(dimethylamino)propoxy)butanal CN(CCCOCCCC=O)C